5-((4-(4-((2,6-dioxopiperidin-3-yl)amino)phenyl)-3,3-difluoropiperidin-1-yl)methyl)-3,4-dihydroisoquinoline-2(1H)-carboxylic acid tert-butyl ester C(C)(C)(C)OC(=O)N1CC2=CC=CC(=C2CC1)CN1CC(C(CC1)C1=CC=C(C=C1)NC1C(NC(CC1)=O)=O)(F)F